8-(4-chloro-2-fluorophenyl)-2,3-dimethyl-6-[(2r,4r)-2-(2-methylpyrimidin-5-yl)oxazin-4-yl]-3h,4h-pyrimido[5,4-d][1,3]diazin-4-one ClC1=CC(=C(C=C1)C1=NC(=NC2=C1N=C(N(C2=O)C)C)C2=CN(OC=C2)C=2C=NC(=NC2)C)F